2'-(difluoromethyl)-5'-methoxy-6-(4-methyl-8-oxo-4,7-diazaspiro[2.5]oct-7-yl)-[4,4'-bipyridine]-3-carboxylic acid benzyl ester C(C1=CC=CC=C1)OC(=O)C=1C=NC(=CC1C1=CC(=NC=C1OC)C(F)F)N1CCN(C2(CC2)C1=O)C